N[C@@H]1CC=2C=CC(=NC2CC1)N1CC(C(C1)COC)NC(OC(C)(C)C)=O tert-Butyl N-[1-[(6S)-6-amino-5,6,7,8-tetrahydroquinolin-2-yl]-4-(methoxymethyl)pyrrolidin-3-yl]carbamate